BrC=1C(=C(C=C2CN(C(N(C12)CC1=C(C=C(C=C1)OC)OC)=O)CC#N)C1=C(C(=O)N)C=C(C=C1C(F)(F)F)F)C(=O)C1=C(C=C(C=C1)F)Cl {8-bromo-7-[(2-chloro-4-fluorophenyl)carbonyl]-3-(cyanomethyl)-1-[(2,4-dimethoxyphenyl)methyl]-2-oxo-1,2,3,4-tetrahydroquinazolin-6-yl}-5-fluoro-3-(trifluoromethyl)benzamide